N-(4-cyclobutyl-5-cyclohexyl-1-methyl-1H-pyrazol-3-yl)-2-(3,3-difluorocyclobutyl)acetamide C1(CCC1)C=1C(=NN(C1C1CCCCC1)C)NC(CC1CC(C1)(F)F)=O